N-(3-bromo-2,5-dichlorophenyl)propane-1-sulfonamide BrC=1C(=C(C=C(C1)Cl)NS(=O)(=O)CCC)Cl